8-cyano-N-(4-fluoro-3-methoxy-phenyl)-N-methyl-imidazo[1,2-a]pyrazine-6-carboxamide C(#N)C=1C=2N(C=C(N1)C(=O)N(C)C1=CC(=C(C=C1)F)OC)C=CN2